CN1CC(N(CC1)CCOC1=CC=2N(C=C1)C(=CN2)C2=NC=NC(=C2)NCC2=CC=C(C=C2)C=2C=NN(C2)C)=O 4-methyl-1-[2-({3-[6-({[4-(1-methyl-1H-pyrazol-4-yl)phenyl]methyl}amino)pyrimidin-4-yl]imidazo[1,2-a]pyridin-7-yl}oxy)ethyl]piperazin-2-one